C1(=CC(=CC=C1)C1=NC(=NC(=N1)Cl)C1=CC(=CC=C1)[Si](C1=CC=CC=C1)(C1=CC=CC=C1)C1=CC=CC=C1)C1=CC=CC=C1 2-([1,1'-biphenyl]-3-yl)-4-chloro-6-(3-(triphenylsilyl)phenyl)-1,3,5-triazine